BrC=1C(=NC(=NC1)NC=1C=C2C(=NC1)N(N=C2C)C)NC2=C(C=CC=C2)S(=O)(=O)C(C)C 5-bromo-N2-(1,3-dimethylpyrazolo[5,4-b]pyridin-5-yl)-N4-(2-isopropylsulfonylphenyl)pyrimidine-2,4-diamine